O1[C@H](COCC1)C(N1C[C@@H]2[C@H](C1)CC(C2)NC=2N=NC(=CC2)C=2C(=NC=CC2)C(F)(F)F)([2H])[2H] (3aR,5s,6aS)-2-(((S)-1,4-dioxan-2-yl)methyl-d2)-N-(6-(2-(trifluoromethyl)pyridin-3-yl)pyridazin-3-yl)octahydrocyclopenta[c]pyrrol-5-amine